tert-butyl 2-{3-[(3-chloro-2-methoxyphenyl)amino]-4-oxo-2-(pyridin-4-yl)-5H,6H,7H-pyrazolo[1,5-a]pyrazin-7-yl}acetate ClC=1C(=C(C=CC1)NC=1C(=NN2C1C(NCC2CC(=O)OC(C)(C)C)=O)C2=CC=NC=C2)OC